N-phenylthiocarbamic acid (octylphenyl) ester C(CCCCCCC)C1=C(C=CC=C1)OC(NC1=CC=CC=C1)=S